C[C@]12C(N(C3=CC=CC=C13)C)NCC2 (3aR)-3a,8-dimethyl-1,2,3,3a,8,8a-hexahydropyrrolo[2,3-b]indol